CC(C#C[C@@]1(OC2=CC=CC=C2C(C1)=O)C(=O)OC)(C)C methyl (R)-2-(3,3-dimethylbut-1-yn-1-yl)-4-oxochromane-2-carboxylate